m-diallyl-benzene C(C=C)C1=CC(=CC=C1)CC=C